C(C)(=O)NCCSP(=O)(OC1=CC=CC=C1)N[C@@H](C)C(=O)OC(C)C Isopropyl (((2-acetamidoethyl)thio)(phenoxy)phosphoryl)-L-alaninate